(3R,4S)-N-(isoquinolin-5-ylmethyl)-4-phenylpyrrolidine-3-carboxamide dihydrochloride Cl.Cl.C1=NC=CC2=C(C=CC=C12)CNC(=O)[C@H]1CNC[C@@H]1C1=CC=CC=C1